BrC=1C(=NC=CC1)C1=C(C=CC=C1)Br 3-bromo-2-(2-bromophenyl)pyridine